CN1CCN(CC1)CCC(=O)O 3-(4-methylpiperazin-1-yl)propanoic acid